1-allyl-imidazole dimethyl-phosphate COP(=O)(OC)O.C(C=C)N1C=NC=C1